CC1=C(C=2C=CC=NC2C(=C1)C1=CC=C(C=C1)OC(F)(F)F)C#N 6-methyl-8-[4-(trifluoromethoxy)phenyl]quinoline-5-carbonitrile